COC=1C(=CC(=C(C1)N1CCC(CC1)N1CCN(CC1)C)C=C)[N+](=O)[O-] (1-(5-methoxy-4-nitro-2-vinylphenyl)piperidin-4-yl)-4-methylpiperazine